(S)-ethyl 2-(2-((5-(1-aminoisoquinolin-7-yl)-1-(sec-butyl)-1H-indazol-3-yl)methoxy)phenyl)acetate NC1=NC=CC2=CC=C(C=C12)C=1C=C2C(=NN(C2=CC1)[C@@H](C)CC)COC1=C(C=CC=C1)CC(=O)OCC